Methyl (R,E)-5-((tert-butoxycarbonyl)amino)-5-(4-fluorophenyl)pent-3-enoate C(C)(C)(C)OC(=O)N[C@H](/C=C/CC(=O)OC)C1=CC=C(C=C1)F